C(=S)(N)N The molecule is the simplest member of the thiourea class, consisting of urea with the oxygen atom substituted by sulfur. It has a role as a chromophore and an antioxidant. It is a member of ureas, a member of thioureas and a one-carbon compound. It derives from a carbonothioic O,O-acid and a urea.